FC=1C=C(C(=O)NC2=CC=C(C=C2)C)C=CC1 3-fluoro-N-(p-tolyl)benzamide